CC1=C(C=CC(=C1)C)NC(=O)C1=CC(=NC2=CC=CC=C12)C1=CC=CC=C1 N-(2,4-Dimethylphenyl)-2-phenylquinoline-4-carboxamide